9-(2-carboxycyclohexyl)carbonyloxyanthracene C(=O)(O)C1C(CCCC1)C(=O)OC=1C2=CC=CC=C2C=C2C=CC=CC12